NCCC(CCO)O 2-amino-ethyl-1,3-propanediol